(R)-1-(5-(6-chloro-7-fluoro-3-(1H-imidazol-1-yl)-5-methoxy-1-methyl-1H-indol-2-yl)-1H-1,2,4-triazol-3-yl)-2,2,2-trifluoroethan-1-ol ClC1=C(C=C2C(=C(N(C2=C1F)C)C1=NC(=NN1)[C@H](C(F)(F)F)O)N1C=NC=C1)OC